[rac-(6S)-2-acetoxy-6-[rac-(1R)-1-(benzyloxycarbonylamino)ethyl]tetrahydropyran-3-yl]acetate C(C)(=O)OC1O[C@@H](CCC1CC(=O)[O-])[C@@H](C)NC(=O)OCC1=CC=CC=C1 |r|